BrC=1C=C(SC1)C=C(F)F 4-bromo-2-(2,2-difluorovinyl)thiophene